5-(1-(((R)-1-(4-fluorophenyl)ethyl)amino)-2,3,4,9-tetrahydro-1H-carbazol-6-yl)isoindolin-1-one FC1=CC=C(C=C1)[C@@H](C)NC1CCCC=2C3=CC(=CC=C3NC12)C=1C=C2CNC(C2=CC1)=O